2,2-Bis-[4,4-bis-(4-hydroxyphenyl)-cyclohexyl]-propane OC1=CC=C(C=C1)C1(CCC(CC1)C(C)(C)C1CCC(CC1)(C1=CC=C(C=C1)O)C1=CC=C(C=C1)O)C1=CC=C(C=C1)O